7-((4,4-bis(((Z)-oct-5-en-1-yl)oxy)butanoyl)oxy)-4-((4-(pyrrolidin-1-yl)butanoyl)oxy)heptyl (9Z,12Z)-octadeca-9,12-dienoate C(CCCCCCC\C=C/C\C=C/CCCCC)(=O)OCCCC(CCCOC(CCC(OCCCC\C=C/CC)OCCCC\C=C/CC)=O)OC(CCCN1CCCC1)=O